Ethyl 1-benzyl-2-methyl-4,5-dihydro-1H-pyrrole-3-carboxylate C(C1=CC=CC=C1)N1C(=C(CC1)C(=O)OCC)C